C(C)(C)(C)OC(=O)NC(C(=O)O)CCCN1C(NC(C1=O)(C)C)=S 2-((tert-butoxycarbonyl)amino)-5-(4,4-dimethyl-5-oxo-2-thioxoimidazolidin-1-yl)pentanoic acid